(2,6-dimethoxypyrimidin-4-yl)methanone COC1=NC(=CC(=N1)C=O)OC